2,4,8,10-Tetra-tert.-butyl-6-((3,3',5,5'-tetra-tert.-butyl-2'-(((4R,5R)-4,5-diphenyl-1,3,2-dioxaphospholan-2-yl)oxy)-[1,1'-biphenyl]-2-yl)oxy)dibenzo[d,f][1,3,2]dioxaphosphepin C(C)(C)(C)C1=CC2=C(OP(OC3=C2C=C(C=C3C(C)(C)C)C(C)(C)C)OC3=C(C=C(C=C3C(C)(C)C)C(C)(C)C)C3=C(C(=CC(=C3)C(C)(C)C)C(C)(C)C)OP3O[C@@H]([C@H](O3)C3=CC=CC=C3)C3=CC=CC=C3)C(=C1)C(C)(C)C